O1C(CCC2C1CCCC2)=O 3,4,4a,5,6,7,8,8a-octahydrobenzopyran-2-one